C(C=C)C1=C(CNC2=CC=C(C=C2)C(C)(C)C)C=CC=C1 N-(2-allyl-benzyl)-4-tertiary butyl-aniline